N-[2-(1,4-dioxan-2-yl)-7-methoxy-imidazo[1,2-a]pyridin-6-yl]-6-(trifluoromethyl)pyridine-2-carboxamide O1C(COCC1)C=1N=C2N(C=C(C(=C2)OC)NC(=O)C2=NC(=CC=C2)C(F)(F)F)C1